OCC1=CC=CC=2N(C(OC21)=O)C2C(NC(CC2)=O)=O 3-(7-(hydroxymethyl)-2-oxo-benzo[d]oxazol-3(2H)-yl)piperidine-2,6-dione